(R)-4-(3-(1-(but-2-ynoyl)piperidin-3-yl)-5,8-dimethylimidazo[1,5-a]pyrazin-1-yl)-N-(pyridin-2-yl)benzamide C(C#CC)(=O)N1C[C@@H](CCC1)C1=NC(=C2N1C(=CN=C2C)C)C2=CC=C(C(=O)NC1=NC=CC=C1)C=C2